{2-Amino-4-[1-(4-chlorophenylamino)ethyl]phenyl}carbamic acid ethyl ester C(C)OC(NC1=C(C=C(C=C1)C(C)NC1=CC=C(C=C1)Cl)N)=O